5-(2-(methyl(piperidin-4-yl)amino)quinazolin-6-yl)pyridin-2(1H)-one CN(C1=NC2=CC=C(C=C2C=N1)C=1C=CC(NC1)=O)C1CCNCC1